aminonitrobenzene NC1=C(C=CC=C1)[N+](=O)[O-]